boc-cystine CC(C)(C)OC(=O)C([C@@H](C(=O)O)N)SSC[C@@H](C(=O)O)N